C(CCCCCCCCCCCCCCCC)NC=1C(C2=CC=CC=C2C(C1)=O)=O 2-heptadecylamino-1,4-naphthoquinone